(5-chloro-1H-pyrrolo[3,2-b]pyridin-7-yl)methanol ClC1=CC(=C2C(=N1)C=CN2)CO